5-(2-(tert-butoxy)-6-chlorobenzyl)-7-methyloxazolo[4,5-c]pyridine-2,4(3H,5H)-dione C(C)(C)(C)OC1=C(CN2C(C3=C(C(=C2)C)OC(N3)=O)=O)C(=CC=C1)Cl